3-bromo-4-methoxybenzene-1,2-diol BrC1=C(C(=CC=C1OC)O)O